7-bromo-3-methyl-2-oxo-1,2-dihydroquinoline-4-carboxylic acid BrC1=CC=C2C(=C(C(NC2=C1)=O)C)C(=O)O